ClC1=C(C(=CC=C1)C)NC(=O)C1=CN=C(S1)NC1=NC(=NC(=C1)N1CCC(CC1)N1CCN(CC1)CC1=CC(=C(C=C1)C1C(NC(CC1)=O)=O)F)C N-(2-chloro-6-methylphenyl)-2-((6-(4-(4-(4-(2,6-dioxopiperidin-3-yl)-3-fluorobenzyl)piperazin-1-yl)piperidin-1-yl)-2-methylpyrimidin-4-yl)amino)thiazole-5-carboxamide